C1(CC1)C=1C(=NON1)C(=O)NC(C1CCC(CC1)F)C=1OC2=C(N1)C=C(C=C2)C(COC)C=2C(NC=C(C2)F)=O 4-Cyclopropyl-N-((5-(1-(5-fluoro-2-oxo-1,2-dihydropyridin-3-yl)-2-methoxyethyl)benzo[d]oxazol-2-yl)(4-fluorocyclohexyl)methyl)-1,2,5-oxadiazole-3-carboxamide